(1,3-dimethyl-1H-inden-2-yl)(2-o-tolyl-1H-inden-1-yl)dimethylsilane CC1C(=C(C2=CC=CC=C12)C)[Si](C)(C)C1C(=CC2=CC=CC=C12)C1=C(C=CC=C1)C